O[C@@]1(C(N(CC1)C)=O)C1=CC(=NO1)C1=NC(=CC=C1)C1=NC(=NC=C1)N[C@H](C(C)C)C=1C=NN(C1)C (R)-3-Hydroxy-1-methyl-3-(3-(6-(2-(((R)-2-methyl-1-(1-methyl-1H-pyrazol-4-yl)propyl)amino)pyrimidin-4-yl)pyridin-2-yl)isoxazol-5-yl)pyrrolidin-2-one